diethanolamine methylphosphonate CP(O)(O)=O.N(CCO)CCO